FC1=NC(=CC(=C1)N1CC(NCC1)=O)N1C(C2=C(N=C(N=C2)C=2N=CSC2)CC1)C 4-[2-fluoro-6-(5-methyl-2-thiazol-4-yl-7,8-dihydro-5H-pyrido[4,3-d]pyrimidin-6-yl)-4-pyridinyl]piperazin-2-one